2-(3-(1H-pyrazol-1-yl)phenyl)-3-amino-2-methylpropanoic acid ethyl ester hydrochloride Cl.C(C)OC(C(CN)(C)C1=CC(=CC=C1)N1N=CC=C1)=O